C(C)OC(CCCCCCCCCCCCCCC)=O.C(CCCCCCC\C=C\CCCCCCCC)(=O)O trans-9-octadecenoic acid ethyl-palmitate